C[Si](C)(C)CN1N=NC(=C1)C1N(CC[C@]2(OCCC3=C2SC=C3)C1)C(=O)[O-] (S)-2-(1-((trimethylsilyl)methyl)-1H-1,2,3-triazol-4-yl)-4',5'-dihydrospiro[piperidine-4,7'-thieno[2,3-c]pyran]-1-carboxylate